O1C(OCC1)=N 1,3-dioxolan-2-imine